N-methyl-d-dodecyl-N-octadecylanilinium [tetrakis(perfluorophenyl)borate] FC1=C(C(=C(C(=C1F)F)F)F)[B-](C1=C(C(=C(C(=C1F)F)F)F)F)(C1=C(C(=C(C(=C1F)F)F)F)F)C1=C(C(=C(C(=C1F)F)F)F)F.C([N+](C1=CC=CC=C1)(CCCCCCCCCCCCCCCCCC)CCCCCCCCCCCC)[2H]